OC1=CC=C(C(/C=C/C2=C(C=CC=C2)OC)=O)C=C1 4'-hydroxy-methoxy-chalcone